2-amino-9-chloro-4-(4-(piperazin-1-yl)phenyl)-10H-chromeno[3,2-b]pyridin-10-one NC1=CC(=C2C(=N1)C(C=1C(=CC=CC1O2)Cl)=O)C2=CC=C(C=C2)N2CCNCC2